C1(=CC(=CC(=C1)C1=CC=CC=C1C(=O)O)C1=CC=CC=C1C(=O)O)C1=CC=CC=C1C(=O)O benzene-1,3,5-tribenzoic acid